(R)-3-cyclopropyl-5-(5-(1-(3,5-dimethyl-pyridazin-4-yl)ethoxy)-6-methoxy-1H-indazol-3-yl)benzonitrile C1(CC1)C=1C=C(C#N)C=C(C1)C1=NNC2=CC(=C(C=C12)O[C@H](C)C1=C(N=NC=C1C)C)OC